IC1=CC=NC=C1 4-iodopyridine